ClC1=C(C=C(C=C1)OCCCC(C)(C)O)C1=CC(=NC=C1)NC(=O)C1=NN=C(N1)[C@@H](C1=CC=CC=C1)O (R)-N-(4-(2-chloro-5-((4-hydroxy-4-methylpentyl)oxy)phenyl)pyridin-2-yl)-5-(hydroxyl(phenyl)methyl)-4H-1,2,4-triazole-3-carboxamide